1-(tert-butoxycarbonyl)piperidin-4-yl 6-(3,4-dimethoxyphenyl)-7-ethyl-5H-pyrrolo[2,3-b]pyrazine-5-carboxylate COC=1C=C(C=CC1OC)C1=C(C=2C(=NC=CN2)N1C(=O)OC1CCN(CC1)C(=O)OC(C)(C)C)CC